N2-(1H-benzo[d]imidazol-5-yl)-N4-(5-cyclopropyl-1H-pyrazol-3-yl)quinazoline-2,4-diamine N1C=NC2=C1C=CC(=C2)NC2=NC1=CC=CC=C1C(=N2)NC2=NNC(=C2)C2CC2